BrC1=C(OC[C@@H]2CC3(OCCO3)CCN2S(=O)(=O)O)C=C(C(=C1)C(=O)OC)C(=O)OC (S)-7-((2-bromo-4,5-bis(methoxycarbonyl)phenoxy)methyl)-1,4-dioxa-8-azaspiro[4.5]decane-8-sulfonic acid